BrC1=C(N=C(C=2N1N=CC2)OC)C=2C=NN(C2)CC2=CC=C(C=C2)OC 7-bromo-4-methoxy-6-[1-[(4-methoxyphenyl)methyl]pyrazol-4-yl]pyrazolo[1,5-a]pyrazine